S1C(=NC2=C1C=CC=C2)NC2=C(C(=C(N=N2)NC=2SC=C(N2)C(=O)O)C(C)C)C ({6-[(1,3-benzothiazol-2-yl)amino]-5-methyl-4-(propan-2-yl)pyridazin-3-yl}amino)-1,3-thiazole-4-carboxylic acid